6-chloro-4-methoxypyridazine-3-carboxylate ClC1=CC(=C(N=N1)C(=O)[O-])OC